O1[C@@H](CCC1)C(=O)NCC1=CC=C(C=C1)NC(=O)NCC1=CC=C(C=C1)OC N-(4-{[((2S)-oxolan-2-yl)carbonylamino]methyl}phenyl){[(4-methoxyphenyl)methyl]amino}carboxamide